N1(CCOCC1)C(CCCCCCCCCCCCC)=O 1-(morpholin-4-yl)tetradecan-1-one